COC(=O)C1=C(NC(=C(C1C1=C(C=CC=C1)Cl)C(=O)OC)C)CBr 2-bromomethyl-6-methyl-4-(2-chlorophenyl)-1,4-dihydropyridine-3,5-dicarboxylic acid dimethyl ester